FC1=C(C=O)C(=CC(=C1)N[C@@H]1CN(CC12CC2)CCCF)F (S)-2,6-difluoro-4-((5-(3-fluoropropyl)-5-azaspiro[2.4]heptan-7-yl)amino)benzaldehyde